NC=1C(=C(C=C2C=C(N=CC12)NC=1C=NN(C1)C(C#N)C)C=1C=NC=CC1C)F 2-(4-(8-amino-7-fluoro-6-(4-methylpyridin-3-yl)isoquinolin-3-ylamino)-1H-pyrazol-1-yl)propanenitrile